((5,6,7,8-tetrahydropyrido[3,4-d]pyrimidin-2-yl)methyl)benzonitrile N1=C(N=CC2=C1CNCC2)CC2=C(C#N)C=CC=C2